2-methyl-propan-2-ol CC(C)(C)O